N1=CN=CC2=C1C(=CN=C2)C(=O)[O-] pyrido[4,3-d]pyrimidine-8-carboxylate